(S)-(4-(difluoromethyl)-2-(2-hydroxypropan-2-yl)oxazol-5-yl)(4-(4-fluorobenzo[d]thiazol-2-yl)-6,7-dihydro-1H-imidazo[4,5-c]pyridin-5(4H)-yl)methanone FC(C=1N=C(OC1C(=O)N1[C@@H](C2=C(CC1)NC=N2)C=2SC1=C(N2)C(=CC=C1)F)C(C)(C)O)F